CCOCC di(eth-2-yl) ether